4-[(6-chloro-2-pyridyl)oxymethyl]-3-(hydroxymethyl)benzonitrile ClC1=CC=CC(=N1)OCC1=C(C=C(C#N)C=C1)CO